IC=1C=C2C=CN(C2=CC1)COCC[Si](C)(C)C 5-iodo-1-[[2-(trimethylsilyl)ethoxy]methyl]-1H-indole